1,2-dimethyl-3-(4-methylbenzyl)-imidazole hydroxide [OH-].CN1C(N(C=C1)CC1=CC=C(C=C1)C)C